9-acrylamido-N-(4-(4-morpholinyl-7H-pyrrolo[2,3-d]pyrimidin-6-yl)phenyl)-2-azaspiro[5.5]undecane-2-carboxamide C(C=C)(=O)NC1CCC2(CCCN(C2)C(=O)NC2=CC=C(C=C2)C2=CC3=C(N=CN=C3N3CCOCC3)N2)CC1